2,2,4,4,6,6,8,8-octamethylcyclotetrasilazane C[Si]1(N[Si](N[Si](N[Si](N1)(C)C)(C)C)(C)C)C